NCCOCCNC(C1=CN=C(C=C1)CN=[N+]=[N-])=O N-(2-(2-aminoethoxy)ethyl)6-(azidomethyl)nicotinamide